2-((2-methyl-5-(trifluoromethyl)phenyl)amino)oxazole-4-carboxylic acid ethyl ester C(C)OC(=O)C=1N=C(OC1)NC1=C(C=CC(=C1)C(F)(F)F)C